1-(4-(4-((1-methyl-3-(trifluoromethyl)-1H-pyrazol-4-yl)amino)pyrimidin-2-yl)phenyl)imidazolidin-2-one CN1N=C(C(=C1)NC1=NC(=NC=C1)C1=CC=C(C=C1)N1C(NCC1)=O)C(F)(F)F